[Si](C)(C)(C(C)(C)C)OC[C@H](C1=C(C(=CC=C1)Cl)F)N (S)-2-(tert-butyldimethylsilyloxy)-1-(3-chloro-2-fluorophenyl)ethylamine